(R,Z)-3-(tert-butyldiphenylsilyl)-4-(hept-1-en-1-yl)oxazolidin-2-one [Si](C1=CC=CC=C1)(C1=CC=CC=C1)(C(C)(C)C)N1C(OC[C@H]1\C=C/CCCCC)=O